8,8'-(benzo[c][1,2,5]thiadiazole-4,7-diyl)bis(3,7-dimethyl-1-octyl-3,4,5,7-tetrahydro-1H-purine-2,6-dione) N=1SN=C2C1C(=CC=C2C2=NC1N(C(N(C(C1N2C)=O)CCCCCCCC)=O)C)C2=NC1N(C(N(C(C1N2C)=O)CCCCCCCC)=O)C